C1(CC1)N1C(=NC2=C1C=C(C(=C2)NC=2SC(=NN2)C2=CC(=CC=C2)C(F)(F)F)F)C2=CC(=CC=C2)F N-(1-cyclopropyl-6-fluoro-2-(3-fluorophenyl)-5-benzimidazolyl)-5-(3-trifluoromethylphenyl)-1,3,4-thiadiazol-2-amine